N1C(=NC=C1)C1(CC1)CN (1-(1H-imidazol-2-yl)cyclopropyl)methylamine